tert-Butylmethyl((5-methyl-6-((1-(naphthalen-1-yl)cyclopropyl)carbamoyl)-2,3-dihydro benzofuran-2-yl)methyl) carbamate C(N)(OC(C1OC2=C(C1)C=C(C(=C2)C(NC2(CC2)C2=CC=CC1=CC=CC=C21)=O)C)CC(C)(C)C)=O